2,2'-ethylidenebisacrylate C(C)(C(C(=O)[O-])=C)C(C(=O)[O-])=C